N-{2-chloro-6-[4-(propan-2-yl)piperazin-1-yl]phenyl}-4-[5-(1-methoxycyclopropyl)-1,2,4-oxadiazole-3-yl]-4-methylpiperidine-1-carboxamide ClC1=C(C(=CC=C1)N1CCN(CC1)C(C)C)NC(=O)N1CCC(CC1)(C)C1=NOC(=N1)C1(CC1)OC